C1(CC1)S(=O)(=O)N1C[C@H]([C@@H](CC1)NC=1N=CC2=C(N1)N(C(C(=C2C)C#C[Si](C)(C)C)=O)[C@H]2[C@](CCC2)(C)O)F 2-(((3R,4R)-1-(cyclopropylsulfonyl)-3-fluoropiperidin-4-yl)amino)-8-((1R,2R)-2-hydroxy-2-methylcyclopentyl)-5-methyl-6-((trimethylsilyl)ethynyl)pyrido[2,3-d]pyrimidin-7(8H)-one